rel-(R)-N-[(1S)-1-(4-{4-chloro-2,3,7,10-tetraazatricyclo[7.4.0.02,6]trideca-1(9),3,5,7-tetraen-10-yl}phenyl)-2,2,2-trifluoroethyl]-1-(2-hydroxyacetyl)-N-methylpyrrolidine-3-carboxamide ClC1=NN2C=3CCCN(C3C=NC2=C1)C1=CC=C(C=C1)[C@@H](C(F)(F)F)N(C(=O)[C@H]1CN(CC1)C(CO)=O)C |o1:28|